FC(C1=NN(C=N1)C1CC2(CNC2)C1)(F)F 6-[3-(trifluoromethyl)-1,2,4-triazol-1-yl]-2-azaspiro[3.3]heptan